NC=1SC(=CN1)CN1CCN(CC1)CC(=O)NC1=NC(=CC=C1)C 2-(4-((2-aminothiazol-5-yl)methyl)piperazin-1-yl)-N-(6-methylpyridin-2-yl)acetamide